ClC1=CC(=C(C=C1)O)\C=C(/CC1=CC=C(C=C1)OCC)\[N+](=O)[O-] (E)-4-chloro-2-(3-(4-ethoxyphenyl)-2-nitroprop-1-en-1-yl)phenol